BrC1=CN=C2C=CCN(C2=C1C)C(=O)OC(C)(C)C tert-Butyl 7-bromo-8-methyl-2H-1,5-naphthyridine-1-carboxylate